N-p-toluenesulfonyl-L-proline sodium salt [Na+].CC1=CC=C(C=C1)S(=O)(=O)N1[C@@H](CCC1)C(=O)[O-]